C1(CC1)C(=O)NC1=CC(=C(N=N1)C(=O)NOC([2H])([2H])[2H])NC1=C(C(=CC=C1)C1=NN(C=N1)C1CC1)OC 6-(Cyclopropanamido)-4-((3-(1-cyclopropyl-1H-1,2,4-triazol-3-yl)-2-methoxyphenyl)amino)-N-(methoxy-d3)pyridazine-3-carboxamide